3-(4-fluoro-3-(trifluoromethyl)phenyl)-5-(2-(3-fluoropyrrolidin-1-yl)-2-oxoethyl)-1-(pyrimidin-2-yl)-1H-pyrrolo[3,2-c]pyridin-4(5H)-one FC1=C(C=C(C=C1)C1=CN(C2=C1C(N(C=C2)CC(=O)N2CC(CC2)F)=O)C2=NC=CC=N2)C(F)(F)F